C1(CC1)[C@]1(C(N(C[C@H]1C)C=1C=2N(N=CC1)C=C(C2)C2=CC=C1C=NN(C1=C2)C)=O)C#N (3R,4S)-3-cyclopropyl-4-methyl-1-[6-(1-methylindazol-6-yl)pyrrolo[1,2-b]pyridazin-4-yl]-2-oxopyrrolidine-3-carbonitrile